FC=1C(=C(C=CC1)NC1=C(NC2=C1C(NCC21CCN(CC1)C(=O)OC(C)(C)C)=O)C1=NC(=NC=C1)SC)OC tert-butyl 3'-[(3-fluoro-2-methoxyphenyl)amino]-2'-[2-(methylsulfanyl)pyrimidin-4-yl]-4'-oxo-5',6'-dihydro-1'H-spiro[piperidine-4,7'-pyrrolo[3,2-c]pyridine]-1-carboxylate